4-{3-[4-(4-fluorophenyl)-3,6-dihydro-2H-pyridin-1-yl]-2-hydroxy-propoxy}-benzamide FC1=CC=C(C=C1)C=1CCN(CC1)CC(COC1=CC=C(C(=O)N)C=C1)O